ClCC(=O)NC(NC1=NC=CC=C1C(F)(F)F)=O 2-chloro-N-((3-(trifluoromethyl)pyridin-2-yl)carbamoyl)acetamide